N1[C@@H](CSC1)C(=O)O Thioprolin